N1C=2C(=CC=C1)C=NC2 pyrrolo-[3,4-b]pyridine